CC1=C(C(=O)NC=2SC3=C(N2)C=CC(=C3)[N+](=O)[O-])C=CC=N1 methyl-N-(6-nitrobenzo[d]thiazol-2-yl)nicotinamide